N1C=C(C=2C1=NC=CC2)C=2SC=C(N2)C=2C=C(C=CC2)[C@]2(C(NC=1C2=NC=CC1)=O)O (S)-3-(3-(2-(1H-pyrrolo[2,3-b]pyridin-3-yl)thiazol-4-yl)phenyl)-3-hydroxy-1,3-dihydro-2H-pyrrolo[3,2-b]pyridin-2-one